2-[1-[(2R)-2-(4-bromo-2-methoxyphenyl)-2-(oxacyclohex-4-yloxy)ethyl]-5-methyl-6-(1,3-oxazol-2-yl)-2,4-dioxo-1H,2H,3H,4H-thieno[2,3-d]pyrimidin-3-yl]-2-methylpropionic acid BrC1=CC(=C(C=C1)[C@H](CN1C(N(C(C2=C1SC(=C2C)C=2OC=CN2)=O)C(C(=O)O)(C)C)=O)OC2CCOCC2)OC